C(C1=CC=CC=C1)N1C(=CC=C1)C(=O)N1CC2(CCCC2)C(CC1)(O)CN1C=C(C(=CC1=O)C1=CC=CC=C1)C(=O)N(C)C 1-((7-(1-benzyl-1H-pyrrole-2-carbonyl)-10-hydroxy-7-azaspiro[4.5]decan-10-yl)methyl)-N,N-dimethyl-6-oxo-4-phenyl-1,6-dihydropyridine-3-carboxamide